C(C)(C)(C)C=1C=C(CN2CN(CN(C2)CC2=CC(=C(C(=C2)C(C)(C)C)O)C(C)(C)C)CC2=CC(=C(C(=C2)C(C)(C)C)O)C(C)(C)C)C=C(C1O)C(C)(C)C 1,3,5-tri(3,5-di-tert-butyl-4-hydroxybenzyl)-1,3,5-triazine